3-(((3-(dimethylamino)propoxy)carbonyl)oxy)pentadecyl-6,6-bis((2-propylpentyl)oxy)hexanoate CN(CCCOC(=O)OC(CCOC(CCCCC(OCC(CCC)CCC)OCC(CCC)CCC)=O)CCCCCCCCCCCC)C